n-methyl-3-((6-(3-methylisoxazol-4-yl)-1-oxoisoquinolin-2(1H)-yl)methyl)benzamide CNC(C1=CC(=CC=C1)CN1C(C2=CC=C(C=C2C=C1)C=1C(=NOC1)C)=O)=O